C1(CCCCC1)C1=CC=C(N)C=C1 4-cyclohexylaniline